(1-(4-(4,4,5,5-tetramethyl-1,3,2-dioxaborolan-2-yl)phenyl)cyclopropyl)methanol CC1(OB(OC1(C)C)C1=CC=C(C=C1)C1(CC1)CO)C